cobalt copper selenide [Cu]=[Se].[Co]